CC=1C=C(C=C(C1)[N+](=O)[O-])N1C(C=CC2=CN=C3C(=C12)C=C(C=C3)C3=CC=C(C=C3)NS(=O)(=O)C)=O N-(4-(1-(3-Methyl-5-nitrophenyl)-2-oxo-1,2-dihydrobenzo[h][1,6]naphthyridin-9-yl)phenyl)methanesulfonamide